S-(3-(benzyloxy)cyclobutyl) ethanethioate C(C)(SC1CC(C1)OCC1=CC=CC=C1)=O